C(OC(C(CCCC)CC)OOC(C)(C)CCC)([O-])=O tert-hexylperoxy-2-ethylhexyl monocarbonate